CC=1OC2=C(N1)C=C(C=C2)N 2-methylbenzo[d]oxazol-5-amine